benzofuranopyridine N1=CC=CC2=C1C1=C(O2)C=CC=C1